C(C)N(CCCNC(C(=C)C)=O)CC N-[3-(diethylamino)propyl]methacrylamide